(S)-2-(4-(2-(1-(3,4-difluorophenyl)-6-oxopiperidin-2-yl)-5-(3,5-dimethylisoxazol-4-yl)-1H-benzo[d]imidazol-1-yl)piperidin-1-yl)acetic acid FC=1C=C(C=CC1F)N1[C@@H](CCCC1=O)C1=NC2=C(N1C1CCN(CC1)CC(=O)O)C=CC(=C2)C=2C(=NOC2C)C